2-(3-bromophenyl)-2-cyclopropylacetylazide BrC=1C=C(C=CC1)C(C(=O)N=[N+]=[N-])C1CC1